FC=1C(=NC(=C(C(=O)OC)C1)NC1=C(C=C(C=C1)F)C)OC methyl 5-fluoro-2-((4-fluoro-2-methylphenyl)-amino)-6-methoxy-nicotinate